C1(=CC=CC=C1)C(CC=1SC=CN1)C1=CC=CC=C1 2-(2,2-diphenylethyl)thiazole